C(CCCCCCCCCCCCCCCCCCCCC)(=O)OCCCCCCCCC n-nonyl docosanoate